N-(2-fluoro-2-methylpropyl)-2-methyl-5-((4-methylthiazol-5-yl)methoxy)benzofuran FC(CN1CSC(=C1C)COC=1C=CC2=C(C=C(O2)C)C1)(C)C